2-(difluoromethyl)-N-(4-(hydroxymethyl)tetrahydro-2H-pyran-4-yl)-5-((2-methoxypyridin-3-yl)methoxy)benzofuran-3-carboxamide FC(C=1OC2=C(C1C(=O)NC1(CCOCC1)CO)C=C(C=C2)OCC=2C(=NC=CC2)OC)F